[N+](=O)([O-])C1=CC=C(C=C1)C(C(CO)N)O (+)-p-nitrophenyl-2-amino-1,3-propanediol